5beta-Cholestan-3-one CC(C)CCC[C@@H](C)[C@H]1CC[C@H]2[C@@H]3CC[C@@H]4CC(CC[C@]4(C)[C@H]3CC[C@]12C)=O